FC(CNC([O-])=O)(C(C(F)(F)F)(F)F)F 2,2,3,3,4,4,4-heptafluorobutylcarbamate